[In].NC1=CC2=C(N=C(N2)C2=CC=C(C=C2)C=2NC3=C(N2)C=CC(=C3)N)C=C1 1,4-bis(5-aminobenzimidazolyl)benzene indium